4-(2-methyl-6,7-dihydropyrazolo[1,5-a]pyrimidin-4(5H)-yl)-N-(5-methyl-6-(pyridin-3-yl)pyridazin-3-yl)-4-oxobutanamide CC1=NN2C(N(CCC2)C(CCC(=O)NC=2N=NC(=C(C2)C)C=2C=NC=CC2)=O)=C1